F[C@H]1CN(CC1)CCC (R)-1-((R)-3-fluoropyrrolidin-1-yl)propane